(2H-1,2,3-Triazol-4-yl)methyl (1-((3-chloro-4-fluorophenyl)carbamoyl)-2-methyl-3-(trifluoromethyl)-2,4,5,6-tetrahydrocyclopenta[c]pyrrol-4-yl)carbamate ClC=1C=C(C=CC1F)NC(=O)C=1N(C(=C2C1CCC2NC(OCC2=NNN=C2)=O)C(F)(F)F)C